C1(CCCC1)C1=NN(C=C1)C(C)C1=NC(=NO1)C1CNCC12CN(C2)C(=O)[C@@H]2C(C2)(F)F (8-(5-(1-(3-cyclopentyl-1H-pyrazol-1-yl)ethyl)-1,2,4-oxadiazol-3-yl)-2,6-diazaspiro[3.4]octan-2-yl)((R)-2,2-difluorocyclopropyl)methanone